C(#N)C=1C=CC(=C(C1)CN1CCN(CC1)C(=O)OC(C)(C)C)O tert-butyl 4-[(5-cyano-2-hydroxy-phenyl)methyl]piperazine-1-carboxylate